tert-butyl 3-oxo-4-([1,2,4]triazolo[1,5-a]pyridin-2-yl)piperazine-1-carboxylate O=C1CN(CCN1C1=NN2C(C=CC=C2)=N1)C(=O)OC(C)(C)C